C(C)N1C(=NC2=C1C=CC(=C2)C#CC2=NN(C(=C2C(=O)N)NC)[C@@H]2CN([C@H](C2)COC)C(C=C)=O)C 3-[2-(1-ethyl-2-methyl-1,3-benzodiazol-5-yl)ethynyl]-1-[(3S,5R)-5-(methoxymethyl)-1-(prop-2-enoyl)pyrrolidin-3-yl]-5-(methylamino)pyrazole-4-carboxamide